(3-fluorophenyl)(5-(6-(piperazin-1-yl)pyridin-3-yl)-1H-pyrrolo[2,3-b]pyridin-3-yl)methanone FC=1C=C(C=CC1)C(=O)C1=CNC2=NC=C(C=C21)C=2C=NC(=CC2)N2CCNCC2